3-(2-(2-(difluoromethoxy)-7-methylquinoxalin-5-yl)thiazol-5-yl)-4-(trifluoromethoxy)phenol FC(OC1=NC2=CC(=CC(=C2N=C1)C=1SC(=CN1)C=1C=C(C=CC1OC(F)(F)F)O)C)F